(2R,4S,5R,6R)-6-((1R,2R)-3-azido-1,2-dihydroxypropyl)-4-hydroxy-5-(2-hydroxyacetamido)-2-((7-oxo-7-((2-(prop-2-yn-1-yloxy)ethyl)amino)heptyl)oxy)tetrahydro-2H-pyran-2-carboxylic acid N(=[N+]=[N-])C[C@H]([C@@H](O)[C@H]1[C@@H]([C@H](C[C@@](O1)(C(=O)O)OCCCCCCC(NCCOCC#C)=O)O)NC(CO)=O)O